methyl 2-((S)-1-(4-(6-((1-(2,2-difluoroethyl)-1H-indazol-6-yl) methoxy) pyridin-2-yl) piperidin-1-yl) ethyl)-1-(((S)-oxetan-2-yl) methyl)-1H-benzo[d]imidazole-6-carboxylate FC(CN1N=CC2=CC=C(C=C12)COC1=CC=CC(=N1)C1CCN(CC1)[C@@H](C)C1=NC2=C(N1C[C@H]1OCC1)C=C(C=C2)C(=O)OC)F